C1(CC1)N(C=1N=CC(=NC1)C1=C(C=C(C=C1)C1=CC(N(C=C1)C)=O)O)[C@@H]1[C@@H]([C@H]2CC[C@@H](C1)N2)F 4-(4-(5-(cyclopropyl((1R,2R,3S,5S)-2-fluoro-8-azabicyclo[3.2.1]octan-3-yl)amino)pyrazin-2-yl)-3-hydroxyphenyl)-1-methylpyridin-2(1H)-one